C(C)(=O)NC(C(=O)O)C1(CCN(CC1)C(CCCCC1=NC=2NCCCC2C=C1)=O)O 2-acetamido-2-(4-hydroxy-1-(5-(5,6,7,8-tetrahydro-1,8-naphthyridin-2-yl)pentanoyl)piperidin-4-yl)acetic acid